C(C)(C)(C)OC(N[C@H]1CN(C[C@@H](C1)F)C(=O)C1=CC2=C(C(=CO2)C)C(=C1)OC)=O tert-Butyl-((3R,5R)-5-fluoro-1-(4-methoxy-3-methylbenzofuran-6-carbonyl)piperidin-3-yl)carbamate